NCCN1C(=CC(=C1)C1=NC(=NC=C1Cl)NC1CCOCC1)C(=O)OC Methyl 1-(2-aminoethyl)-4-(5-chloro-2-((tetrahydro-2H-pyran-4-yl)amino)pyrimidin-4-yl)-1H-pyrrole-2-carboxylate